FC1=C(C=CC=2C(NCCOC21)=O)C2=CNC1=NC=CC=C12 9-Fluoro-8-(1H-pyrrolo[2,3-b]pyridin-3-yl)-3,4-dihydrobenzo[f][1,4]oxazepin-5(2H)-one